COC=1C=C2C(=NC=NC2=CC1OC)OC1=C(C=C(C=C1)C1C=2N(CCC1)N(C(C2C(=O)N)=O)C2=CC=C(C=C2)F)OC (4-((6,7-dimethoxyquinazolin-4-yl)oxy)-3-methoxyphenyl)-1-(4-fluorophenyl)-2-oxo-1,2,4,5,6,7-hexahydropyrazolo[1,5-a]pyridine-3-carboxamide